NC1=CC(=C(C=C1)CCC1CCN(CC1)C(=O)OC(C)(C)C)F tert-butyl 4-[2-(4-amino-2-fluoro-phenyl)ethyl]piperidine-1-carboxylate